FC1=C(CN2C(C3(CC2)CCN(CC3)C(=O)C3=CC=C2C=CNC2=C3)=O)C=C(C=C1)F 2-(2,5-difluorobenzyl)-8-(1H-indole-6-carbonyl)-2,8-diazaspiro[4.5]Decan-1-one